1-(3,4-dichlorophenyl)-2-(3-((1-(2-fluorophenyl)-1H-1,2,3-triazol-4-yl)methyl)-2-imino-2,3-dihydro-1H-benzo[d]imidazol-1-yl)ethan-1-ol ClC=1C=C(C=CC1Cl)C(CN1C(N(C2=C1C=CC=C2)CC=2N=NN(C2)C2=C(C=CC=C2)F)=N)O